(2-oxo-2-{4-[5-(trifluoromethyl)pyrimidin-2-yl]piperazin-1-yl}ethyl)oxygen methyl-(2R,5S)-5-(4-bromobenzyl)-4-(4-(1,5-dimethyl-1H-1,2,4-triazol-3-yl)cyclohexyl)morpholine-2-carboxylate COC(=O)[C@H]1CN([C@H](CO1)CC1=CC=C(C=C1)Br)C1CCC(CC1)C1=NN(C(=N1)C)C.O=C(C[O])N1CCN(CC1)C1=NC=C(C=N1)C(F)(F)F